BrC1=C2C3(CCN(C2=CC=C1)C(C(F)(F)F)=O)SCCS3 1-(5'-bromospiro[1,3-dithiolane-2,4'-2,3-dihydroquinoline]-1'-yl)-2,2,2-trifluoro-ethanone